FC1(C=CCN(C=C1)C(=O)[O-])F 5,5-difluoroazepine-1-carboxylate